OC1(CCN(CC1)C1=CC=C(C=C1)NC1=CC2=C(N(C(O2)=O)C)C=C1)C(F)(F)F 6-((4-(4-hydroxy-4-(trifluoromethyl)piperidin-1-yl)phenyl)amino)-3-methylbenzo[d]oxazol-2(3H)-one